ClC1=C(COC=2C(=NC=C(C2)C=2C=NC=NC2)N)C=CC=C1 3-(2-chloro-benzyloxy)-5-pyrimidin-5-yl-pyridin-2-ylamine